C(C)(C)(C)OC(NCC(CC1OCC1)O[Si](C)(C)C(C)(C)C)=O N-[2-[tert-butyl-(dimethyl)silyl]oxy-3-(oxetan-2-yl)propyl]carbamic acid tert-butyl ester